2-(6-methylpyrazolo[1,5-a]pyrazin-2-yl)-7-(1-methyl-1,2,3,6-tetrahydropyridin-4-yl)-4H-pyrido[1,2-a]pyrimidin-4-one CC=1N=CC=2N(C1)N=C(C2)C=2N=C1N(C(C2)=O)C=C(C=C1)C=1CCN(CC1)C